6-fluoro-2,2,4-trimethyl-1,2,3,4-tetrahydroquinoline FC=1C=C2C(CC(NC2=CC1)(C)C)C